ClC1=CC(=NN1)N 5-chloro-1H-pyrazol-3-amine